CN1CC(C1)(C)[C@@](O)(C=1C=NC=C(C1)C=1OC(=CN1)C1CCOCC1)C1=CC=C(C=C1)C(C)C (R)-(1,3-Dimethyl-azetidin-3-yl)-(4-isopropyl-phenyl)-{5-[5-(tetrahydro-pyran-4-yl)-oxazol-2-yl]-pyridin-3-yl}-methanol